5-(4-((2-Ethyl-3-oxo-1,2-dihydro-quinoxalin-6-yl)methyl)piperazin-1-yl)-N-(Methyl-d3)pyridine-2-carboxamide C(C)C1NC2=CC=C(C=C2NC1=O)CN1CCN(CC1)C=1C=CC(=NC1)C(=O)NC([2H])([2H])[2H]